4-[[2-fluoro-6-methoxy-4-[1-[(4-methoxyphenyl)methyl]-6-methyl-7-oxo-pyrazolo[3,4-C]pyridin-4-yl]phenyl]methylene]piperidine-1-carboxylic acid tert-butyl ester C(C)(C)(C)OC(=O)N1CCC(CC1)=CC1=C(C=C(C=C1OC)C=1C2=C(C(N(C1)C)=O)N(N=C2)CC2=CC=C(C=C2)OC)F